3-[3-Methyl-2-oxo-4-[[1-(4-piperidyl)-4-piperidyl]oxy]benzimidazol-1-yl]piperidine-2,6-dione CN1C(N(C2=C1C(=CC=C2)OC2CCN(CC2)C2CCNCC2)C2C(NC(CC2)=O)=O)=O